3-(4,5-Difluoro-2-(((1,1,1,3,3,3-hexafluoropropan-2-yl)oxy)carbonyl)benzoyl)-5-methoxy-1-methyl-1H-indazole 2-oxide FC1=CC(=C(C(=O)C2=[N+](N(C3=CC=C(C=C23)OC)C)[O-])C=C1F)C(=O)OC(C(F)(F)F)C(F)(F)F